NCC(=O)N1CCC(CC1)C1=NC(=NO1)C1=CC(=C(C=C1)OC)OC 2-amino-1-[4-[3-(3,4-dimethoxyphenyl)-1,2,4-oxadiazol-5-yl]-1-piperidinyl]ethanone